C(C1CO1)C=1C=C(OP(N=P(OC2=CC(=CC=C2)CC2CO2)(OC2=CC(=CC=C2)CC2CO2)OC2=CC(=CC=C2)CC2CO2)(NP)(OC2=CC(=CC=C2)CC2CO2)OC2=CC(=CC=C2)CC2CO2)C=CC1 hexa(3-glycidylphenoxy)triphosphazene